CC1(N(CCC2=C1N=C(N=C2N2[C@@H](COCC2)C)C2=C1C=CNC1=CC=C2)C(CN2CCN(CC2)C)=O)C (R)-8,8-dimethyl-2-(1H-indol-4-yl)-7-[2-(4-methylpiperazin-1-yl)acetyl]-4-(3-methylmorpholin-4-yl)-5,6,7,8-tetrahydropyrido[3,4-d]pyrimidine